ClC=1C(=C2C(=NC1)NC=C2)SC=2C=CC=1C(=NC=C(N1)N1CCC3([C@@H]([C@@H](OC3)C)N)CC1)N2 (3s,4s)-8-(6-((5-chloro-1H-pyrrolo[2,3-b]pyridin-4-yl)thio)pyrido[2,3-b]pyrazin-2-yl)-3-methyl-2-oxa-8-azaspiro[4.5]decan-4-amine